C1(=CC=CC=C1)C1=NC(=NC(=N1)C1=CC=CC=C1)C=1C(=C(C(=C(C1C1=NC=CC=C1)N1C2=C(C=3C=CC=CC13)N=CC=C2)N2C1=C(C=3C=CC=CC23)N=CC=C1)N1C2=C(C=3C=CC=CC13)N=CC=C2)N2C1=C(C=3C=CC=CC23)N=CC=C1 5,5',5'',5'''-(5-(4,6-diphenyl-1,3,5-triazin-2-yl)-6-(pyridin-2-yl)benzene-1,2,3,4-tetrayl)tetrakis(5H-pyrido[3,2-b]indole)